CC1=C(C=CC=C1)CCO 2-(o-methylphenyl)-ethanol